(8-hydroxy-5-phenyl-2,7-naphthyridin-3-yl)cyclopropanecarboxamide OC=1N=CC(=C2C=C(N=CC12)C1(CC1)C(=O)N)C1=CC=CC=C1